F[C@H](CNC(=O)C1=C(C=2N(N=C1)C=C(C2)C2=CN=CS2)NC(C)C)C(C)(C)O (R)-N-(2-fluoro-3-hydroxy-3-methylbutyl)-4-(isopropylamino)-6-(thiazol-5-yl)pyrrolo[1,2-b]pyridazine-3-carboxamide